ClC1=CC2=C(C=N1)C=C(N2C)C2=NC=NC(=C2)C 6-chloro-1-methyl-2-(6-methylpyrimidin-4-yl)-1H-pyrrolo[3,2-c]Pyridine